C(C)(C)(C)NS(=O)(=O)C=1C=C(C=CC1B1OC(C(O1)(C)C)(C)C)CNC(OC(C)(C)C)=O tert-butyl N-[[3-(tert-butylsulfamoyl)-4-(4,4,5,5-tetramethyl-1,3,2-dioxaborolan-2-yl)phenyl]methyl]carbamate